S(=O)(=O)(ON1[C@@H]2CC[C@H](N(C1=O)C2)C(NC(=O)C2CCSCC2)=N)O (2S,5R)-7-oxo-2-(N-(tetrahydro-2H-thiopyran-4-carbonyl) carbamimidoyl)-1,6-diazabicyclo[3.2.1]octan-6-yl hydrogen sulfate